COC1=CC(=NC=C1OC1=CC=CC=C1)C=O (4-methoxy-5-phenoxy-pyridin-2-yl)-methanone